3-(5-(((1s,2s,3r,4r)-3-(3-ethoxyazetidin-1-yl)bicyclo[2.2.1]hept-2-yl)oxy)-1-oxoisoindolin-2-yl)piperidine-2,6-dione C(C)OC1CN(C1)[C@H]1[C@H]([C@H]2CC[C@@H]1C2)OC=2C=C1CN(C(C1=CC2)=O)C2C(NC(CC2)=O)=O